NC1=CC=2C(=C3C(=NC2C=C1F)C1=CC2=C(C(N1C3)=O)COC([C@]2(O)CC)=O)CN2CCOCC2 (S)-9-amino-4-ethyl-8-fluoro-4-hydroxy-11-(morpholino-methyl)-1,12-dihydro-14H-pyrano[3',4':6,7]indolizino[1,2-b]quinoline-3,14(4H)-dione